N-(2-fluoro-4-(5-(trifluoromethyl)-1,2,4-oxadiazol-3-yl)benzyl)pyrazin-2-amine FC1=C(CNC2=NC=CN=C2)C=CC(=C1)C1=NOC(=N1)C(F)(F)F